(4-((1-hydroxy-4-methylpentan-2-yl)amino)-2-((4-(4-methylpiperazin-1-yl)phenyl)amino)-7H-pyrrolo[2,3-d]pyrimidin-5-yl)methanone OCC(CC(C)C)NC=1C2=C(N=C(N1)NC1=CC=C(C=C1)N1CCN(CC1)C)NC=C2C=O